C(CCCCC)NC(CCCCCCCCCCC(=O)NCCC(=O)O)=O 3-(12-(hexylamino)-12-oxododecanamido)propanoic acid